CN1CCN(C(C2=C1C=CC=C2)=O)C2=CC(=CC=C2)COC(CCNC)C2=CC=CC=C2 1-Methyl-4-(3-((3-(methylamino)-1-phenylpropoxy)methyl)phenyl)-1,2,3,4-tetrahydro-5H-benzo[e][1,4]diazepin-5-one